Cl.[N+](=O)([O-])C1=CC=C(O[C@@H]2CNCC2)C=C1 (S)-3-(4-nitrophenoxy)pyrrolidine hydrochloride